CC=1N=NN2C1C1=C(C(CC2)NC2=CC=C(C#N)C=C2)C=C(C=C1)C=1C=NN(C1)C 4-((1-methyl-9-(1-methyl-1H-pyrazol-4-yl)-6,7-dihydro-5H-benzo[c][1,2,3]triazolo[1,5-a]azepin-7-yl)amino)benzonitrile